(±)-2,3-Dihydroxypropionic acid ethyl ester C(C)OC([C@@H](CO)O)=O |r|